N-glycolyl-glucosaminyl-N-acetylmuramyl-L-alanyl-D-isoglutamine C(CO)(=O)N([C@@](CC1[C@H](N)[C@@H](O)[C@H](O)[C@H](O1)CO)(C(=O)N[C@H](CCC(=O)O)C(N)=O)C1[C@H](N)[C@@H](O[C@@H](C(=O)O)C)[C@H](O)[C@H](O1)CO)C(C)=O